diphenyl-(4-tert-butylphenyl)sulfonium perfluoro-n-butanesulfonate FC(C(C(C(F)(F)F)(F)F)(F)F)(S(=O)(=O)[O-])F.C1(=CC=CC=C1)[S+](C1=CC=C(C=C1)C(C)(C)C)C1=CC=CC=C1